C(C)(C)(C)OC(=O)NC/C(/CN1N=CC=C1C(=O)OC)=C\F methyl (E)-1-(2-(((tert-butoxycarbonyl)amino) methyl)-3-fluoroallyl)-1H-pyrazole-5-carboxylate